2-(2-chloro-4-(2-((7-(2-hydroxy-2-methylpropyloxy)-4,5-dihydronaphtho[1,2-d]thiazol-2-yl)amino)-2-oxoethyl)phenoxy)pyridine-3-carboxamide ClC1=C(OC2=NC=CC=C2C(=O)N)C=CC(=C1)CC(=O)NC=1SC2=C(N1)C1=CC=C(C=C1CC2)OCC(C)(C)O